ClC=C(C(F)(F)F)F cis-1-chloro-2,3,3,3-tetrafluoro-1-propene